N-((3S,4R)-4-hydroxypiperidin-3-yl)-2-(4-isopropyl-1-oxo-6-(trifluoromethyl)phthalazin-2(1H)-yl)acetamide hydrochloride Cl.O[C@H]1[C@H](CNCC1)NC(CN1C(C2=CC=C(C=C2C(=N1)C(C)C)C(F)(F)F)=O)=O